(R or S)-3-(6-chloro-5-(2-(difluoromethoxy)phenyl)-1H-benzo[d]imidazol-2-yl)-3-(4-((cyclopropylmethyl)sulfonyl)phenyl)propanal ClC=1C(=CC2=C(NC(=N2)[C@H](CC=O)C2=CC=C(C=C2)S(=O)(=O)CC2CC2)C1)C1=C(C=CC=C1)OC(F)F |o1:9|